[F-].[Na+].C1=CC=COS1(=O)=O butadienesultone Sodium fluoride